C(C1=CC=CC=C1)[C@]1(N(CCC1)C(=O)N)C1=NC(=C2N1C=CN=C2)C2=NC=C(C=C2)OC2=CC=CC=C2 (S)-benzyl-2-(1-(5-phenoxypyridin-2-yl)imidazo[1,5-a]pyrazin-3-yl)pyrrolidine-1-amide